N-(1,1-dioxidobenzo[b]thiophen-6-yl)-2-(3-fluorophenyl)acrylamide O=S1(C2=C(C=C1)C=CC(=C2)NC(C(=C)C2=CC(=CC=C2)F)=O)=O